COC1=CC=C(C=N1)C=1N=C(NC(C1)=O)C=1C=C(CNC(C(C)C)=O)C=CC1C(F)(F)F N-{3-[4-(6-methoxypyridin-3-yl)-6-oxo-1,6-dihydropyrimidin-2-yl]-4-(trifluoromethyl)benzyl}isobutyramide